1,3,5-triallyl-1,3,5-triazinan-2,4,6-trione C(C=C)N1C(N(C(N(C1=O)CC=C)=O)CC=C)=O